C(C)(=O)NC1=C(C=C(C=N1)NC(=O)C=1C=NN(C1C(F)(F)F)C1=C2C=CNC(C2=CC=C1)=O)C(F)(F)F N-(6-acetamido-5-(trifluoromethyl)pyridin-3-yl)-1-(1-oxo-1,2-dihydroisoquinolin-5-yl)-5-trifluoromethyl-1H-pyrazole-4-carboxamide